C1(=CC=CC=C1)[C@H]1CC[C@H](CC1)OC[C@@H]1N(CCC[C@@H]1C1=NNC=C1)C(=O)OCC#C prop-2-yn-1-yl (CIS)-2-((((CIS)-4-phenylcyclohexyl)oxy)methyl)-3-(1H-pyrazol-3-yl)piperidine-1-carboxylate